ClC=1C=C(C=C(C1)S(=O)(=O)C)NC(=O)C1=CSC(=C1)C1=CC=CC=C1 N-(3-chloro-5-methanesulfonylphenyl)-5-phenylthiophene-3-carboxamide